methyl (2S)-2-amino-6-[(tert-butoxycarbonyl)amino]hexanoate hydrochloride Cl.N[C@H](C(=O)OC)CCCCNC(=O)OC(C)(C)C